C(CCC)[C@H]1N(S(C2=C(N(C1)C1=CC=CC=C1)N=C(C(=C2)O\C=C(\C(=O)O)/F)SC)(=O)=O)C (R,Z)-3-((3-butyl-2-methyl-7-(methylthio)-1,1-dioxido-5-phenyl-2,3,4,5-tetrahydropyrido[2,3-f][1,2,5]thiadiazepin-8-yl)oxy)-2-fluoroacrylic acid